2-(4-chlorophenyl)-3,3-dimethyl-2-((phenylthio)methyl)oxirane methyl-3-benzylthio-2-bromo-benzoate COC(C1=C(C(=CC=C1)SCC1=CC=CC=C1)Br)=O.ClC1=CC=C(C=C1)C1(OC1(C)C)CSC1=CC=CC=C1